ClC1=CC2=C(C(OC(N2)=O)=O)C=C1 7-chloro-2H-3,1-benzoxazine-2,4(1H)-dione